C=1(C(=CC=CC1)Cl)C(C=S)C cumene-thionyl chloride